2-cyclohexyl-4-methylquinoline-13C C1(CCCCC1)[13C]1=NC2=CC=CC=C2C(=C1)C